BrC1=CC(=C(N)C=C1[N+](=O)[O-])F 4-bromo-2-fluoro-5-nitroaniline